N'-{(2S,3R)-1-(cyclobutanecarbonyl)-4,4-difluoro-2-[(2-fluoro[1,1'-biphenyl]-3-yl)methyl]pyrrolidin-3-yl}-N,N-dimethyl-sulfuric diamide C1(CCC1)C(=O)N1[C@H]([C@H](C(C1)(F)F)NS(N(C)C)(=O)=O)CC=1C(=C(C=CC1)C1=CC=CC=C1)F